NC1=C(C=CC(=C1)Br)NC(=O)C=1NC=C(C1)C(C1=C(C=CC=C1)C(F)(F)F)=O N-(2-amino-4-bromophenyl)-4-(2-(trifluoromethyl)benzoyl)-1H-pyrrole-2-carboxamide